4-hydroxy-5-methylene-2-phenylisothiazolidine 1,1-dioxide OC1CN(S(C1=C)(=O)=O)C1=CC=CC=C1